C(C)(=O)N[C@@H]1[C@H](C[C@](O[C@H]1[C@@H]([C@@H](CNC(C1=CC(=CC=C1)OC1=CC=CC=C1)=O)O)O)(C(=O)OC)SC1=CC=C(C=C1)C)O methyl (2R,4S,5R,6R)-5-acetamido-6-((1R,2R)-1,2-dihydroxy-3-(3-phenoxybenzamido)propyl)-4-hydroxy-2-(p-tolylthio)tetrahydro-2H-pyran-2-carboxylate